C(CCC)(=O)[O-].[N+](=O)([O-])[O-].[Ce+2] cerium nitrate butyrate